rac-(2S,3R,4R)-1-acetyl-2-ethyl-3-methyl-4-((6-methylpyridin-2-yl)amino)-N-(2-morpholinoethyl)-1,2,3,4-tetrahydroquinoline-6-carboxamide C(C)(=O)N1[C@H]([C@@H]([C@H](C2=CC(=CC=C12)C(=O)NCCN1CCOCC1)NC1=NC(=CC=C1)C)C)CC |r|